NC(C(=O)O)CC1=CC(=CC=C1)OCC(=O)O 2-amino-3-(3-(carboxymethoxy)phenyl)propanoic acid